(6S)-6-{3-[1-(Azepan-4-yl)-1,2,3-triazol-4-yl]-2-chlorophenyl}-2-imino-6-methyl-3-[(2S,4S)-2-methyltetrahydropyran-4-yl]-hexahydropyrimidin-4-one trifluoroacetic acid salt FC(C(=O)O)(F)F.N1CCC(CCC1)N1N=NC(=C1)C=1C(=C(C=CC1)[C@@]1(CC(N(C(N1)=N)[C@@H]1C[C@@H](OCC1)C)=O)C)Cl